CC1=C(C=CC(=C1)C)C1CC=2C=NN(C(C2CC1)=O)C1=NC=CC(=C1)F 6-(2,4-dimethylphenyl)-2-(4-fluoropyridin-2-yl)-5,6,7,8-tetrahydrophthalazin-1(2H)-one